OCCN1C[C@H](CC1)C(=O)N(C)[C@H](C(=O)OC(C)(C)C)C(C)C tert-butyl (2S)-2-[1-[(3S)-1-(2-hydroxyethyl)pyrrolidin-3-yl]-N-methylformamido]-3-methylbutanoate